ClC=1C=C(C=NC1N1N=CN=C1C)NC(=O)C=1C=NN(C1C(F)(F)F)C1=CN=CC2=CC=CC=C12 N-(5-chloro-6-(5-methyl-1H-1,2,4-triazol-1-yl)pyridin-3-yl)-1-(isoquinolin-4-yl)-5-(trifluoromethyl)-1H-pyrazole-4-carboxamide